C1(CC1)C1=NC(=CC(=C1)C1=C(C=C(C#N)C=C1)C1=NN=CN1C)C=1OC2=C(N1)C=C(C=C2)CNCCOC 4-[2-Cyclopropyl-6-(5-{1-[(2-methoxyethyl)amino]methyl}-1,3-benzoxazol-2-yl)pyridin-4-yl]-3-(4-methyl-1,2,4-triazol-3-yl)benzonitrile